ClC1=NC(=C(C(=O)O)C=C1)C 6-chloro-2-methyl-nicotinic acid